C(C)(C)(C)OC(=O)NNC(=O)OC(C)(C)C N'-[(tert-butoxy)carbonyl](tert-butoxy)formylhydrazine